C(=O)(O)C1=CC=C(C=C1)N=NC1=CC=C(C=C1)C(=O)O 4',4-dicarboxylazobenzene